ClC1=C(C2=C(SC3=C2N=CN=C3NC3CCC3)N=C1)C 8-chloro-N-cyclobutyl-9-methyl-pyrido[3',2':4,5]thieno[3,2-d]pyrimidin-4-amine